methyl (2R)-2-(4-bromo-2-fluoro-6-nitrophenoxy)propanoate BrC1=CC(=C(O[C@@H](C(=O)OC)C)C(=C1)[N+](=O)[O-])F